[I-].CN1C(C=CC=C1)C=C N-methyl-2-vinylpyridine iodide